N=C(C1=CSC(=C1)CNC(=O)[C@H]1N[C@H]2C[C@]2(C1)C)NC(OCC1=CC=CC=C1)=O benzyl (imino(5-(((1S,3S,5S)-5-methyl-2-azabicyclo[3.1.0]hexane-3-carboxamido)methyl) thiophen-3-yl)methyl)carbamate